CN1C(C2=CC(=CC(=C2C=C1N1CCN(CC1)C(CC(C)C)=O)C(C)NC1=C(C(=O)O)C=CC=C1)C)=O 2-((1-(2,7-dimethyl-3-(4-(3-methylbutanoyl)piperazin-1-yl)-1-oxo-1,2-dihydroisoquinolin-5-yl)ethyl)amino)benzoic acid